FC1=C(C(=C(C(=C1[B-](C1=C(C(=C(C(=C1F)F)F)F)F)(C1=C(C(=C(C(=C1F)F)F)F)F)C1=C(C(=C(C(=C1F)F)F)F)F)F)F)F)F.C1(=C(C=CC=C1)[I+](C)(C)C)C tolyltrimethyl-iodonium tetrakis(pentafluorophenyl)borate